C(CCC)N(CCCC)C(CCCC=C[SiH3])N(CCCC)CCCC bis(di-n-butylamino)butylvinylsilane